3-(6-acetylnaphthalen-2-ylamino)-2-aminopropanoic acid C(C)(=O)C=1C=C2C=CC(=CC2=CC1)NCC(C(=O)O)N